ClC=1C(=NC(=C(C(=O)O)C1)N1CCC(CCC1)(F)F)CF 5-chloro-2-(4,4-difluoroazepan-1-yl)-6-fluoromethylnicotinic acid